toluene-2,4-diol CC=1C(=CC(=CC1)O)O